2-chloro-N-cyclopropyl-5-(1-(2,6-dichloro-4-(perfluoropropan-2-yl)phenyl)-1H-pyrazol-4-yl)-N-(methoxymethyl)nicotinamide ClC1=C(C(=O)N(COC)C2CC2)C=C(C=N1)C=1C=NN(C1)C1=C(C=C(C=C1Cl)C(C(F)(F)F)(C(F)(F)F)F)Cl